C(#N)C1=C(C(=C(C=2N(C3=CC=CC=C3C12)N1C2=CC=CC=C2C=2C=CC=CC12)C#N)C#N)C#N tetracyano-9,9'-bicarbazole